Dihydrobenzodioxepane O1OCCCC2C1=CC=CC2